1-Methyl-4-[4-(5-methyl-1,3-benzooxazol-2-yl)piperidin-1-yl]-2-oxo-7-{[(3S)-oxolan-3-yl]oxy}-1,2-dihydro-quinoline-3-carbonitrile CN1C(C(=C(C2=CC=C(C=C12)O[C@@H]1COCC1)N1CCC(CC1)C=1OC2=C(N1)C=C(C=C2)C)C#N)=O